NC=1C=C(CNC2=NS(C3=C(N2)C(=CC=C3)OC3=C(C=CC=C3)Cl)(=O)=O)C=CC1 3-((3-aminobenzyl)amino)-5-(2-chlorophenoxy)-4H-benzo[e][1,2,4]thiadiazine 1,1-dioxide